C(#N)C1=NC=C(C=N1)N1C(N(C2(C1)CCC(CC2)(C2=CC=CC=C2)N(C)C)CC(=O)NCCC)=O cis-2-[3-(2-cyano-pyrimidin-5-yl)-8-dimethylamino-2-oxo-8-phenyl-1,3-diazaspiro[4.5]decan-1-yl]-N-propyl-acetamide